C(CCC\C=C/CC)OC(CCC(=O)OCC(COC(CCCCCCCOC(C(CCCCCCCC)CCCCCC)=O)=O)CO)OCCCC\C=C/CC 2-hexyldecanoic acid 8-(3-((4,4-bis(((Z)-oct-5-en-1-yl) oxy) butanoyl) oxy)-2-(hydroxymethyl) propoxy)-8-oxooctyl ester